FC1(CCC(CC1)[C@@H](C=1N=C2N(N=CC(=C2)C(CC)C2C(N([C@@H](C2)C(F)(F)F)S(=O)(=O)C2=CC=C(C)C=C2)=O)C1)NC(OC(C)(C)C)=O)F tert-butyl ((1S)-(4,4-difluorocyclohexyl)(7-(1-((5S)-2-oxo-1-tosyl-5-(trifluoromethyl)pyrrolidin-3-yl)propyl)imidazo[1,2-b]pyridazin-2-yl)methyl)carbamate